(R)-N-(3-(1-((2-Amino-5-chloropyridin-3-yl)oxy)ethyl)phenyl)-3-fluoro-5-methylbenzamid NC1=NC=C(C=C1O[C@H](C)C=1C=C(C=CC1)NC(C1=CC(=CC(=C1)C)F)=O)Cl